6-chloro-3-{2-[(2R,6S)-2-methyl-6-(1H-pyrazol-4-yl)-morpholin-4-yl]-pyrimidin-4-yl}-imidazo[1,2-a]pyridine ClC=1C=CC=2N(C1)C(=CN2)C2=NC(=NC=C2)N2C[C@H](O[C@H](C2)C=2C=NNC2)C